N-(3-(cyclopentylsulfonyl)phenyl)-2,6-difluoronicotinamide C1(CCCC1)S(=O)(=O)C=1C=C(C=CC1)NC(C1=C(N=C(C=C1)F)F)=O